FC(C(C(O)(F)F)(F)F)(CCCCCCCO)F hexafluoro-1,10-decanediol